3,4-dihydrothiophene S1CCCC1